2-(6-chloro-1H-pyrazolo[3,4-b]pyridin-1-yl)ethan-1-ol ClC1=CC=C2C(=N1)N(N=C2)CCO